OC(COC=1C=C2C(=C(N(C2=CC1)C1=C(C=CC=C1)C)C)C(=O)N)CNC(CO)(CO)CO 5-[2-hydroxy-3-(trimethylolmethylamino)-propoxy]-2-methyl-1-(methylphenyl)indole-3-carboxamide